6-Bromo-2H-1,4-benzothiazin-3(4H)-one BrC=1C=CC2=C(NC(CS2)=O)C1